8-[(2s,5r)-4-{[2-chloro-6-(trifluoromethyl)pyridin-3-yl]methyl}-2,5-dimethylpiperazin-1-yl]-5-methyl-6-oxo-5,6-dihydro-1,5-naphthyridine-2-carbonitrile ClC1=NC(=CC=C1CN1C[C@@H](N(C[C@H]1C)C1=CC(N(C=2C=CC(=NC12)C#N)C)=O)C)C(F)(F)F